3-difluoromethanesulfonylaniline FC(S(=O)(=O)C=1C=C(N)C=CC1)F